N[C@@H](C(C)C)C(=O)N[C@@H](CCCCN)C(=O)O L-valyl-L-lysine